O[C@@H]1C[C@@]2(C([C@H]3[C@H]4[C@@H]5CC[C@H]([C@@H](CCCC(C)C)C)[C@]5(CC[C@@H]4[C@]2(CC1)CO3)C)=O)O 3β,5α-Dihydroxy-7β,19-epoxy-cholestan-6-on